NC1=CC=C(OC2=CC=C(C(=O)C3=CC=C(C=C3)OC3=CC=C(C=C3)N)C=C2)C=C1 4,4'-bis(4'-aminophenoxy)benzophenone